C(=O)C=1C=C(C=C(C1)NS(=O)(=O)C)NC(=O)C=1SC=C(C1)C1=CC=CC=C1 N-(3-formyl-5-(methylsulfonamido)phenyl)-4-phenylthiophene-2-carboxamide